O(C1=CC=CC=C1)C1CCC(CC1)=O 4-(phenoxy)cyclohexanone